BrC=1C(N2N(C(C1Br)=O)CC(C2)C(=O)ON2C(CCC2=O)=O)=O 2,5-dioxopyrrolidin-1-yl 6,7-dibromo-5,8-dioxo-2,3,5,8-tetrahydro-1H-pyrazolo[1,2-a]pyridazine-2-carboxylate